[Si](C)(C)(C(C)(C)C)OCC1CCC(CC1)N1N=C2C=C(C(=CC2=C1)N)OC 2-[4-[[tert-butyl(dimethyl)silyl]oxymethyl]cyclohexyl]-6-methoxy-indazol-5-amine